ClC1=CC=C(C(=N1)C(=O)NS(=O)(=O)C)N[C@H](C)C=1C=C(C=C2C(N(C(=NC12)N1C[C@H](CCC1)C=1C(=NNC1)C)C)=O)C |o1:29| 6-chloro-3-(((R)-1-(3,6-dimethyl-2-((R*)-3-(3-methyl-1H-pyrazol-4-yl)piperidin-1-yl)-4-oxo-3,4-dihydroquinazolin-8-yl)ethyl)amino)-N-(methylsulfonyl)picolinamide